ClC=1C(=NC=C(C1)F)C(C(=O)NC(C(=O)O)CCN(CCCCC1=NC=2NCCCC2C=C1)CC(CF)OC)(C)C 2-[[2-(3-chloro-5-fluoro-2-pyridyl)-2-methyl-propanoyl]amino]-4-[[3-fluoro-2-methoxy-propyl]-[4-(5,6,7,8-tetrahydro-1,8-naphthyridin-2-yl)butyl]amino]butanoic acid